ClC1=CC2=C(N(C(N=C2N2C3(CC3)CN(CC2)C(=O)OC(C)(C)C)=O)C=2C(=NC=CC2C)C(C)C)N=C1C1=C(C(=CC=C1)C)O tert-butyl 4-(6-chloro-7-(2-hydroxy-3-methylphenyl)-1-(2-isopropyl-4-methylpyridin-3-yl)-2-oxo-1,2-dihydropyrido[2,3-d]pyrimidin-4-yl)-4,7-diazaspiro[2.5]octane-7-carboxylate